N-((1r,4r)-4-(5-(6-(3-cyanopyrrolo[1,2-b]pyridazin-7-yl)-4-(isopropylamino)pyridin-3-yl)-1,3,4-thiadiazol-2-yl)cyclohexyl)-3-methyloxetane-3-carboxamide C(#N)C1=CC=2N(N=C1)C(=CC2)C2=CC(=C(C=N2)C2=NN=C(S2)C2CCC(CC2)NC(=O)C2(COC2)C)NC(C)C